Allyl methyl phosphoramidate P(OCC=C)(OC)(=O)N